FC1(CC=C(CC1)C=1C=CC=C2C=C(C=NC12)C(=O)NCC1NC(CC1)=O)F 8-(4,4-difluorocyclohex-1-en-1-yl)-N-((5-oxopyrrolidin-2-yl)methyl)quinoline-3-carboxamide